NC1=C(C=C(C2=CC=CC=C12)S(=O)(=O)O)N=NC=1C=NC(=CC1)C=1C=C(C=CC1)C1=CC=CC=C1 4-Amino-3-(6-biphenyl-3-ylpyridin-3-ylazo)naphthalene-1-sulfonic acid